(+/-)-trans-3-((5-fluoro-2-(6-fluoro-1H-pyrrolo[2,3-b]pyridin-3-yl)-6-(furan-2-yl)pyrimidin-4-yl)amino)bicyclo[2.2.2]octane-2-carboxylic acid FC=1C(=NC(=NC1C=1OC=CC1)C1=CNC2=NC(=CC=C21)F)NC2C(C1CCC2CC1)C(=O)O